[4-[(3-fluoropyridin-2-yl)amino]Pyrimidin-2-yl]Sulfur FC=1C(=NC=CC1)NC1=NC(=NC=C1)[S]